tert-butyl (1-(aminomethyl)cyclopropyl)(methyl)carbamate NCC1(CC1)N(C(OC(C)(C)C)=O)C